FC=1C=CC(=C(C1)B(O)O)OCOC 5-FLUORO-2-(METHOXYMETHOXY)PHENYLBORONIC ACID